FC1([C@@H]2N(CCN(C1)CC2)C(=O)C=2C1=C(N(N2)C2=CC=C(C=C2)OC)CCOC1)F |r| ((racemic)-6,6-difluoro-1,4-diazabicyclo[3.2.2]nonan-4-yl)(1-(4-methoxyphenyl)-1,4,6,7-tetrahydropyrano[4,3-c]pyrazol-3-yl)methanone